1-bromo-9,10-bis(n-pentylcarbonyloxy)anthracene BrC1=CC=CC2=C(C3=CC=CC=C3C(=C12)OC(=O)CCCCC)OC(=O)CCCCC